C(C)(C)(C)OC(=O)N1CCC(CC1)N1N=CC(=C1C(NC1=C(C=C(C=N1)C1=CC(=NC=C1)OC)C)=O)Cl.N(N)C=1SC=C(N1)C1=C(C=CC=C1)[N+](=O)[O-] hydrazino-4-(2'-nitrophenyl)thiazole tert-butyl-4-(4-chloro-5-((2'-methoxy-5-methyl-[3,4'-bipyridin]-6-yl)carbamoyl)-1H-pyrazol-1-yl)piperidine-1-carboxylate